N-((1S,2R)-2-((4-bromo-2-(morpholine-4-carbonyl)-6-nitrophenyl)amino)cyclohexyl)-6-fluoro-2-oxo-1,2-dihydroquinoline-4-carboxamide BrC1=CC(=C(C(=C1)[N+](=O)[O-])N[C@H]1[C@H](CCCC1)NC(=O)C1=CC(NC2=CC=C(C=C12)F)=O)C(=O)N1CCOCC1